2-(((1R,4S)-4-((5-chloropyrimidin-2-yl)amino)-2-(cyanomethylene)cyclopentyl)amino)-N,N-dimethylbenzo[d]thiazole-6-carboxamide ClC=1C=NC(=NC1)N[C@H]1CC([C@@H](C1)NC=1SC2=C(N1)C=CC(=C2)C(=O)N(C)C)=CC#N